C(CCCCCCCCCCC)(=O)[O-].C(CCCCCCCCCCC)(=O)[O-].C(CCC)[Sn+2](CCCC)CCCC tributyltin dilaurate